tert-butyl (S)-4-(2-(2-((tert-butoxycarbonyl)amino)-3-ethoxy-3-oxopropyl)benzo[d]oxazol-4-yl)-1H-pyrazole-1-carboxylate C(C)(C)(C)OC(=O)N[C@@H](CC=1OC2=C(N1)C(=CC=C2)C=2C=NN(C2)C(=O)OC(C)(C)C)C(=O)OCC